I.CS/C(=N/[H])/NN=CC1=C(C=CC=C1Cl)Cl.N1=CC=C(C=C1)C1=CC=NC=C1 4-(4-pyridinyl)pyridine Methyl-(E)-2-(2,6-dichlorobenzylidene)hydrazine-1-carbimidothioate hydroiodide